ethyl-copper sulfide C(C)[Cu]=S